1-(1-chloroethyl)-2-fluorobenzene ClC(C)C1=C(C=CC=C1)F